3-[(5-bromo-2-chlorophenyl)thio]propionic acid BrC=1C=CC(=C(C1)SCCC(=O)O)Cl